4,4-difluoro-3-hydroxy-6-nitro-3,4-dihydroisoquinolin-1(2H)-one FC1(C(NC(C2=CC=C(C=C12)[N+](=O)[O-])=O)O)F